[Si](C)(C)(C(C)(C)C)OCCOC1=CC(=NC2=CC(=CC=C12)NC(OC(C)(C)C)=O)[C@@H]1[C@H](C1)C1=NC=CC(=N1)C |r| rac-tert-butyl (4-(2-((tert-butyldimethylsilyl)oxy)ethoxy)-2-((1S*,2S*)-2-(4-methylpyrimidin-2-yl)cyclopropyl)quinolin-7-yl)carbamate